4-[3-(3-fluorophenyl)-5,5-dimethyl-4-oxo-4,5-dihydrofuran-2-yl]-benzenesulfonamide FC=1C=C(C=CC1)C1=C(OC(C1=O)(C)C)C1=CC=C(C=C1)S(=O)(=O)N